5-chloro-N-(2,4-difluoro-3-(2-((1s,4s)-4-hydroxycyclohexylamino)quinazolin-6-yl)phenyl)-2-(trifluoromethyl)benzenesulfonamide ClC=1C=CC(=C(C1)S(=O)(=O)NC1=C(C(=C(C=C1)F)C=1C=C2C=NC(=NC2=CC1)NC1CCC(CC1)O)F)C(F)(F)F